CSCCNC1=CC=NN1 N-(2-methylsulfanyl-ethyl)-1H-pyrazol-5-amine